ClC1=C(C=2N=C(N=C(C2C=N1)N1[C@@H]2[C@H]([C@@H]2CCCCC1)F)OC([2H])([2H])[C@]12CCCN2C[C@@H](C1)F)F 7-Chloro-8-fluoro-4-((1S,8R,9S)-9-fluoro-2-azabicyclo[6.1.0]nonan-2-yl)-2-(((2R,7aS)-2-fluorotetrahydro-1H-pyrrolizin-7a(5H)-yl)methoxy-d2)pyrido[4,3-d]pyrimidine